O1CCN(CC1)P(OCC)(=O)CC1=CC=C(C=C1)C1=NOC(=N1)C(F)(F)F ethyl morpholino(4-(5-(trifluoromethyl)-1,2,4-oxadiazol-3-yl)benzyl)phosphinate